3,5-dipropenyl-2,6-di-t-butyl-4-methylphenol C(=CC)C=1C(=C(C(=C(C1C)C=CC)C(C)(C)C)O)C(C)(C)C